CS(=O)(=O)OC1=C2CN(C(C2=CC=C1)=O)C1C(NC(CC1)=O)=O (2-(2,6-dioxopiperidin-3-yl)-1-oxoisoindolin-4-yl) methylsulfonate